(1r,3r)-3-((2-(difluoromethyl)pyridin-4-yl)oxy)-N-((6-fluoroisoquinolin-5-yl)methyl)cyclobutan-1-amine FC(C1=NC=CC(=C1)OC1CC(C1)NCC1=C2C=CN=CC2=CC=C1F)F